C(CCCCCCCCCCCCCCCCC)(=O)O.C(C(C)O)O Propylenglycol e-Stearat